N1(CCNCC1)C1=CC=2C=C3N(CCN=C3)C2N=C1 3-(piperazin-1-yl)-8,9-dihydropyrido[3',2':4,5]pyrrolo[1,2-a]pyrazin